5-bromo-thienothiazdiazine BrS1C=CC2=C1N=NNS2